2-(dimethylisopropoxysilyl)-1-ethyl thioacetate C(C)(=S)OCC[Si](OC(C)C)(C)C